COC(CC12CC(C1)(C2)NC(=O)C=2N=CN1C2C(=CC=C1)CC1=CC=C(C=C1)C(F)(F)F)=O.ClC1=C(C=C(C=C1)C=1C(=O)NC(C1)=O)C=1C(=O)NC(C1)=O 4-chloro-1,3-phenylenebismaleimide methyl-2-[3-[[8-[[4-(trifluoromethyl)phenyl]methyl]imidazo[1,5-a]pyridine-1-carbonyl]amino]-1-bicyclo[1.1.1]pentanyl]acetate